tert-Butyl 3-[3-[(2,2-dimethyl-6-morpholino-3H-benzofuran-5-yl)carbamoyl]pyrazolo[1,5-a]pyrimidin-6-yl]azetidine-1-carboxylate CC1(OC2=C(C1)C=C(C(=C2)N2CCOCC2)NC(=O)C=2C=NN1C2N=CC(=C1)C1CN(C1)C(=O)OC(C)(C)C)C